ClC1=C(C=O)C=C(C(=N1)I)Cl 2,5-dichloro-6-iodonicotinaldehyde